BrC1=CC2=C(N(C(N2C2CCNCC2)=O)CC2=C(C=C(C=C2)C=2OC(=NN2)C(F)F)F)C=C1F 5-Bromo-1-(4-(5-(difluoromethyl)-1,3,4-oxadiazol-2-yl)-2-fluorobenzyl)-6-fluoro-3-(piperidin-4-yl)-1,3-dihydro-2H-benzo[d]imidazol-2-one